cyclohexane-1,4-bisAmine C1(CCC(CC1)N)N